di-iso-propylsilane C(C)(C)[SiH2]C(C)C